CN(CCN(C1=C(C=C(C=C1)NC=1N=C(C2=C(N1)NC=C2)C2=CN(C1=CC=CC=C21)C)[N+](=O)[O-])C)C N1-(2-(dimethylamino)ethyl)-N1-methyl-N4-(4-(1-methyl-1H-indol-3-yl)-7H-pyrrolo[2,3-d]pyrimidin-2-yl)-2-nitrobenzene-1,4-diamine